(R)-3-hydroxy-1-methyl-3-(3-(6-(2-((1-methyl-1H-pyrazol-3-yl)amino)pyrimidin-4-yl)pyridin-2-yl)isoxazol-5-yl)pyrrolidin-2-one O[C@@]1(C(N(CC1)C)=O)C1=CC(=NO1)C1=NC(=CC=C1)C1=NC(=NC=C1)NC1=NN(C=C1)C